C1=NNC=2C1=C1C=3CCCCC3C(=NC1=CC2)C=2C=CC(=NC2)N 5-(8,9,10,11-tetrahydro-3H-pyrazolo[4,3-a]phenanthridin-7-yl)pyridin-2-amine